S1C(=NC2=C1C=CC=C2)NC2=C(C1=C(N=N2)N(CCC1)C=1SC(=C(N1)C(=O)O)CCCOC1=C(C=CC(=C1)C#CCN(C)C)F)C [3-(1,3-benzothiazol-2-ylamino)-4-methyl-6,7-dihydro-5H-pyrido[2,3-C]pyridazin-8-yl]-5-[3-[5-[3-(dimethylamino)prop-1-ynyl]-2-fluoro-phenoxy]propyl]thiazole-4-carboxylic acid